COCCOC(=O)N1CCC2([C@@H]([C@@H](CC2)[C@@H]2N3C(C=4C=CC=CC24)=CN=C3)O)CC1 2-Methoxyethyl-(3S,4R)-4-hydroxy-3-[(5S)-5H-imidazo[1,5-b]isoindol-5-yl]-8-azaspiro[4.5]decan-8-carboxylat